CC=1C(=NC2=CC3=C(C=C2C1C(=O)O)C(=C(C(=N3)C3=CC=CC=C3)C)C(=O)O)C3=CC=CC=C3 3,7-dimethyl-2,8-diphenylpyrido[3,2-g]quinoline-4,6-dicarboxylic acid